1-{(2S,3R,4S,5R)-3,4,5-trihydroxytetrahydro-2H-pyran-2-yl}propan-2-one O[C@H]1[C@@H](OC[C@H]([C@@H]1O)O)CC(C)=O